(9H-fluoren-9-yl)methyl (S)-4-((2-(2-methoxyethoxy)ethoxy)methyl)-1,2,3-oxathiazolidine-3-carboxylate 2,2-dioxide COCCOCCOC[C@@H]1N(S(OC1)(=O)=O)C(=O)OCC1C2=CC=CC=C2C=2C=CC=CC12